N-(5-(chloromethyl-d)-4-fluorothiazol-2-yl)acetamide ClC(C1=C(N=C(S1)NC(C)=O)F)[2H]